BrC1=CC=CC(=N1)C=1N=C2N(C=C(C=C2)C2CC2)C1 (6-bromopyridin-2-yl)-6-cyclopropylimidazo[1,2-a]pyridine